(R)-3-ethyl-4-phenylpiperazine-1-carboxylic acid tert-butyl ester C(C)(C)(C)OC(=O)N1C[C@H](N(CC1)C1=CC=CC=C1)CC